[S].[In].[Ga].[Al].[Cu].N[C@H]1C[C@H](OC[C@@H]1O)C(=O)N1[C@H](C2=CC=CC=C2CC1)C1=CC=C(C=C1)F ((2S,4S,5r)-4-amino-5-hydroxytetrahydro-2H-pyran-2-yl)((S)-1-(4-fluorophenyl)-3,4-dihydroisoquinolin-2(1H)-yl)methanone copper-aluminum-gallium-indium sulfur